N1N=CC2=CC(=CC=C12)[C@@H]1N(C[C@H](CC1)C)C(C(=O)NC=1C=2C(C(=NC1)N)=CNN2)=O 2-((2R,5S)-2-(1H-indazol-5-yl)-5-methylpiperidin-1-yl)-N-(4-amino-2H-pyrazolo[4,3-c]pyridin-7-yl)-2-oxoacetamide